ClC1=NC(=NC2=C1N(C=1C=CC(=CC21)CN(C)C)CC(F)(F)F)C(=O)OC methyl 4-chloro-8-[(dimethylamino)methyl]-5-(2,2,2-trifluoroethyl)pyrimido[5,4-b]indole-2-carboxylate